(E)-3-(6-aminopyridin-3-yl)-N-((5-(4-(4,4-difluoropiperidine-1-carbonyl)-2-fluorophenyl)-7-(4-(trifluoromethyl)phenyl)benzofuran-2-yl)methyl)acrylamide NC1=CC=C(C=N1)/C=C/C(=O)NCC=1OC2=C(C1)C=C(C=C2C2=CC=C(C=C2)C(F)(F)F)C2=C(C=C(C=C2)C(=O)N2CCC(CC2)(F)F)F